6,8-dihydroxy-7-(3-methylbutyryl)-9-phenyl-2,2,4,4-tetramethyl-4,9-dihydro-1H-xanthene-1,3(2H)-dione OC=1C=C2OC=3C(C(C(C(C3C(C2=C(C1C(CC(C)C)=O)O)C1=CC=CC=C1)=O)(C)C)=O)(C)C